CN1C(N=C2C(=NC(=NN2)C2=CC=C(C=C2)OCCN2CCOCC2)C1=O)=O 6-methyl-3-(4-(2-(morpholin-4-yl)ethoxy)phenyl)pyrimido[5,4-e][1,2,4]triazin-5,7(1H,6H)-dione